3-(2-((3s,5s)-3-(1-(2-methoxyethyl)-1H-pyrazol-4-yl)-5-methylpiperidin-1-yl)pyrimidin-4-yl)-6-(trifluoromethyl)imidazo[1,2-a]pyridine COCCN1N=CC(=C1)[C@H]1CN(C[C@H](C1)C)C1=NC=CC(=N1)C1=CN=C2N1C=C(C=C2)C(F)(F)F